5-(2-((6-((R)-3-(2-Ethoxyphenoxy)piperidin-1-yl)pyrazin-2-yl)amino)pyrimidin-4-yl)bicyclo[2.2.1]heptan C(C)OC1=C(O[C@H]2CN(CCC2)C2=CN=CC(=N2)NC2=NC=CC(=N2)C2C3CCC(C2)C3)C=CC=C1